1-Methyl-4-ethylcyclohexane CC1CCC(CC1)CC